Cl.NCCNS(=O)(=O)C1=C(C=C(C(=C1)N1C(N(C(=CC1=O)C(F)(F)F)C)=O)F)Cl N-(2-aminoethyl)-2-chloro-4-fluoro-5-(3-methyl-2,6-dioxo-4-(trifluoromethyl)-3,6-dihydropyrimidin-1(2H)-yl)benzenesulfonamide hydrochloride